FC(C(C([PH3+])(F)F)(F)F)(C(F)(F)F)F nonafluoro-n-butylphosphonium